FC1(C(CNCC1)C=1C=CC(NN1)=O)F 6-(4,4-difluoropiperidin-3-yl)pyridazin-3(2H)-one